(S)-1-(oxetan-2-ylmethyl)-5-(((triisopropylsilyl)oxy)methyl)-1H-imidazole-2-carbaldehyde O1[C@@H](CC1)CN1C(=NC=C1CO[Si](C(C)C)(C(C)C)C(C)C)C=O